OC1=CC=C(C=C1)N1CC(N(CC1C)C(=O)OC(C)(C)C)C tert-butyl 4-(4-hydroxyphenyl)-2,5-dimethylpiperazine-1-carboxylate